C(C1=CC=CC=C1)OCC1=NN(C(N1CC)=O)C1=NC(=C(C(=O)NC2=C(C=CC=C2)C(F)(F)F)C=C1F)C=COCC (3-((benzyloxy)methyl)-4-ethyl-5-oxo-4,5-dihydro-1H-1,2,4-triazol-1-yl)-2-(2-ethoxyvinyl)-5-fluoro-N-(2-(trifluoromethyl)phenyl)nicotinamide